[Cl-].C[NH+](C)CCCCCCCCCCCCCCCCCC N,N-dimethyloctadecyl-ammonium chloride